COC[C@@H](C)OC(=O)Cl chloroformic acid (R)-1-methoxypropan-2-yl ester